O=C1NC(CCC1N1C(N(C2=C1C=CC(=C2)C2CCN(CC2)CC(=O)O)C(C)C)=O)=O 2-[4-[1-(2,6-dioxo-3-piperidyl)-3-isopropyl-2-oxo-benzimidazol-5-yl]-1-piperidyl]acetic acid